N-(4-((7-butoxy-6-(3-butylureido)quinazolin-4-yl)oxy)-3-fluorophenyl)-1-(4-fluorophenyl)-2-oxopiperidine-3-carboxamide C(CCC)OC1=C(C=C2C(=NC=NC2=C1)OC1=C(C=C(C=C1)NC(=O)C1C(N(CCC1)C1=CC=C(C=C1)F)=O)F)NC(=O)NCCCC